(R)-3-(1-((3-chloro-6-(6-((dimethylphosphoryl)methyl)pyridin-3-yl)-7-fluoro-2-methyl-1,5-naphthyridin-4-yl)amino)ethyl)-4-fluorobenzonitrile ClC=1C(=NC2=CC(=C(N=C2C1N[C@H](C)C=1C=C(C#N)C=CC1F)C=1C=NC(=CC1)CP(=O)(C)C)F)C